C(C)N(S(=O)(=O)C1=CC=C(C=C1)S(=O)(=O)N1C[C@@H](CCC1)C(=O)NC(C)C)CC (R)-1-((4-(N,N-diethylsulfamoyl)phenyl)sulfonyl)-N-isopropylpiperidine-3-carboxamide